O=C1NC(CCC1C=1C(=NC2=CC(=CC=C2C1)OCC(=O)O)C)=O 2-((3-(2,6-dioxopiperidin-3-yl)-2-methylquinolin-7-yl)oxy)acetic acid